4-bromo-5-(4-cyano-3-fluorophenyl)-1H-pyrazole BrC=1C=NNC1C1=CC(=C(C=C1)C#N)F